5-Fluoro-N-[5-(1-methylpiperidin-4-yl)pyridin-2-yl]-4-(3-methyl-7-propan-2-ylthieno[3,2-c]pyridin-2-yl)pyrimidin-2-amine FC=1C(=NC(=NC1)NC1=NC=C(C=C1)C1CCN(CC1)C)C1=C(C=2C=NC=C(C2S1)C(C)C)C